(3S,4S)-1-Cyclohexyl-4-{[5-(2,4-difluoro-phenyl)-isoxazole-3-carbonyl]-amino}-piperidine-3-carboxylic acid ((R)-1-pyridin-2-yl-ethyl)-amide N1=C(C=CC=C1)[C@@H](C)NC(=O)[C@H]1CN(CC[C@@H]1NC(=O)C1=NOC(=C1)C1=C(C=C(C=C1)F)F)C1CCCCC1